COC1=C2C=C(NC2=CC=C1)C(=O)N[C@H](CC(C)C)C(NN(C(CCl)=O)CCC(=O)N)=O 4-Methoxy-N-[(1R)-1-[[(3-amino-3-oxo-propyl)-(2-chloroacetyl)amino]carbamoyl]-3-methyl-butyl]-1H-indole-2-carboxamide